BrC1=C(C=C(N)C=C1)COC1CCCC1 4-bromo-3-((cyclopentyloxy)methyl)aniline